OC(C(=O)O)CCCCCCC 2-hydroxy-nonanoic acid